tert-butyl 4-((4-(4-methylpiperazin-1-yl)phenyl)amino)-3-oxo-7-(pyridin-4-yl)-1,3-dihydro-2H-pyrrolo[3,4-c]pyridine-2-carboxylate CN1CCN(CC1)C1=CC=C(C=C1)NC1=NC=C(C2=C1C(N(C2)C(=O)OC(C)(C)C)=O)C2=CC=NC=C2